O=C1[C@@H]2[C@H](N(C1C(=O)OCC1=CC=CC=C1)C(=O)OC(C)(C)C)COC2 2-benzyl 1-(tert-butyl) (3aR,6aS)-3-oxohexahydro-1H-furo[3,4-b]pyrrole-1,2-dicarboxylate